C(CCCCCCCCCCCCCCCCC)P(O)=O octadecylphosphinic acid